4,4'-[3-(2,5-Dimethyl-4-hydroxyphenyl)-3-phenylpropylene]bis(2,5-dimethylphenol) CC1=C(C=C(C(=C1)O)C)C(C(CC1=CC(=C(C=C1C)O)C)C1=CC(=C(C=C1C)O)C)C1=CC=CC=C1